FC=1C=C(C(=O)O)C=C(C1C(F)(F)F)F 3,5-difluoro-4-(trifluoromethyl)benzoic acid